3-(5-(((1S,2R)-2-(3-(1H-indol-3-yl)azetidin-1-yl)-cyclohexyl)oxy)-1-oxoisoindolin-2-yl)piperidine-2,6-dione N1C=C(C2=CC=CC=C12)C1CN(C1)[C@H]1[C@H](CCCC1)OC=1C=C2CN(C(C2=CC1)=O)C1C(NC(CC1)=O)=O